fluorene-9-sulfonate C1=CC=CC=2C3=CC=CC=C3C(C12)S(=O)(=O)[O-]